C(C1=CC=CC=C1)OC(=O)N([C@H](C(=O)O)C1=CC(=C(C=C1)O)Br)C (S)-2-(((benzyloxy)carbonyl)(methyl)amino)-2-(3-bromo-4-hydroxyphenyl)acetic acid